3-(2-propyl-6-trifluoromethyl-pyridin-3-yl)-acrylamide C(CC)C1=NC(=CC=C1C=CC(=O)N)C(F)(F)F